C(OC1=NC=NC(=C1C1=CC=2C(=CN=C(C2)Cl)N1C)OC([2H])([2H])[2H])([2H])([2H])[2H] 2-(4,6-bis(methoxy-d3)pyrimidin-5-yl)-5-chloro-1-methyl-1H-pyrrolo[2,3-c]pyridine